2,3,5-trimethyl-2-cyclohexenone CC=1C(CC(CC1C)C)=O